CADMIUM TELLURIDE [Te-2].[Cd+2]